2-hydroxy-N-(2-hydroxyethyl)-N-methylethanaminium OCC[NH+](C)CCO